CN1CCN(CC1)C1=C(C=C(C=C1)NC1=NC=2N(C(=N1)C1=CN(C3=CC=CC=C13)C)N=CC2)[N+](=O)[O-] 2-(4-(4-methylpiperazinyl)-3-nitrophenylamino)-4-(1-methylindol-3-yl)pyrazolo[1,5-a][1,3,5]triazine